(S)-2-(3-(2-(((R)-((R)-8-cyano-1,2,3,4-tetrahydroquinoxalin-2-yl)(phenyl)methyl)amino)ethyl)-5-fluorophenyl)propanoic acid C(#N)C=1C=CC=C2NC[C@@H](NC12)[C@@H](C1=CC=CC=C1)NCCC=1C=C(C=C(C1)F)[C@@H](C(=O)O)C